OCCC[C@H](C1=CC=CC=C1)N([S@](=O)C(C)(C)C)C (R)-N-((R)-4-hydroxy-1-phenylbutyl)-N,2-dimethylpropane-2-sulfinamide